(1S,2R,5R)-N-hydroxy-3-((6-(4-isopropoxyphenoxy)-pyridin-3-yl)-sulfonyl)-8-pivaloyl-3,8-diazabicyclo-[3.2.1]octane-2-carboxamide ONC(=O)[C@H]1[C@@H]2CC[C@H](CN1S(=O)(=O)C=1C=NC(=CC1)OC1=CC=C(C=C1)OC(C)C)N2C(C(C)(C)C)=O